C(CCC)O[Zr] n-butoxyzirconium